FC(C(F)(F)F)C1=CC=C(C=C1)C1=CSC=C1 3-(4-(1,2,2,2-tetrafluoroethyl)phenyl)thiophene